1-imino-4-(4-nitrophenyl)-1λ6-Thiomorpholine-1-oxide N=S1(CCN(CC1)C1=CC=C(C=C1)[N+](=O)[O-])=O